(S)-N-(4-(4-amino-1-methyl-7-(1-(tetrahydro-2H-pyran-4-yl)-1H-pyrazol-4-yl)-1H-pyrazolo[4,3-c]pyridin-3-yl)-2-(1-(4-fluorophenyl)ethoxy)phenyl)ethanesulfonamide NC1=NC=C(C2=C1C(=NN2C)C2=CC(=C(C=C2)NS(=O)(=O)CC)O[C@@H](C)C2=CC=C(C=C2)F)C=2C=NN(C2)C2CCOCC2